COCCN1CCN(CC1)C=O (4-(2-methoxyethyl)piperazin-1-yl)methanone